CO[C@H]1[C@H](CNC1)NC(OC(C)(C)C)=O tert-butyl ((3S,4R)-4-methoxypyrrolidin-3-yl)carbamate